Methyl 8-fluoroimidazo[1,2-c]pyrimidine-5-carboxylate FC=1C=2N(C(=NC1)C(=O)OC)C=CN2